6-(4,4,5,5-tetramethyl-1,3,2-dioxaborolan-2-yl)-3,4-dihydropyrrolo[1,2-a]pyrazin-1(2H)-one CC1(OB(OC1(C)C)C1=CC=C2N1CCNC2=O)C